N-(4-(naphthalen-2-yl)phenyl)naphthalen-1-amine C1=C(C=CC2=CC=CC=C12)C1=CC=C(C=C1)NC1=CC=CC2=CC=CC=C12